methyl 8-bromo-2-[(2R)-2-methylmorpholin-4-yl]-4-oxo-chromene-6-carboxylate BrC=1C=C(C=C2C(C=C(OC12)N1C[C@H](OCC1)C)=O)C(=O)OC